C(C)OC(=O)C1CCN(CCC1=O)C(=O)OC(C)(C)C 5-oxo-azepane-1,4-dicarboxylic acid 1-tert-butyl 4-ethyl ester